[Na+].NC1=C(C=CC=2C(C3=CC=CC=C3C(C12)=O)=O)S(=O)(=O)[O-] 1-aminoanthraquinone-2-sulfonic acid sodium salt